(7R,14R)-11-(3-(3,3-difluoroazetidin-1-yl)prop-1-yn-1-yl)-1-(difluoromethoxy)-6-(methyl-d3)-6,7-dihydro-7,14-methanobenzo[f]benzo[4,5]imidazo[1,2-a][1,4]diazocin-5(14H)-one FC1(CN(C1)CC#CC1=CC2=C(N=C3N2[C@H]2C4=C(C(N([C@@H]3C2)C([2H])([2H])[2H])=O)C=CC=C4OC(F)F)C=C1)F